quinolin-one N1C(C=CC2=CC=CC=C12)=O